(5-amino-8-(1-methyl-6-oxo-1,6-dihydropyridin-3-yl)-2-(((3-methylpyridin-2-yl)methyl)amino)-[1,2,4]triazolo[1,5-c]pyrimidin-7-yl)-2-fluorobenzonitrile NC1=NC(=C(C=2N1N=C(N2)NCC2=NC=CC=C2C)C2=CN(C(C=C2)=O)C)C=2C(=C(C#N)C=CC2)F